NC1=C(SC2=NC(=CC=C21)C)C(=O)N[C@H]2COC1=C(C2)C(=CC(=C1C#N)N1CC2CCC(C1)N2)F 3-amino-N-[(3R)-8-cyano-7-{3,8-diazabicyclo[3.2.1]octan-3-yl}-5-fluoro-3,4-dihydro-2H-1-benzopyran-3-yl]-6-methylthieno[2,3-b]pyridine-2-carboxamide